N-[2-[3-(tripropoxysilyl) propylamino] ethyl] ethylenediamine (S)-methyl 2-((1R,2S,5S)-6,6-dimethyl-3-azabicyclo[3.1.0]hexane-2-carboxamido)-3-((S)-2-oxopiperidin-3-yl)propanoate CC1([C@H]2CN[C@@H]([C@@H]12)C(=O)N[C@H](C(=O)OC)C[C@H]1C(NCCC1)=O)C.C(CC)O[Si](CCCNCCNCCN)(OCCC)OCCC